ClC1=C(C=C(CN2C3=C(C(=C(CC2=O)C(=O)NC)O)C=CC=C3)C=C1)F 1-(4-chloro-3-fluorobenzyl)-5-hydroxy-N-methyl-2-oxo-2,3-dihydro-1H-benzo[b]azepine-4-carboxamide